3-(4-phenoxypiperidin-1-yl)propan-1-amine O(C1=CC=CC=C1)C1CCN(CC1)CCCN